FC(C1=CC(=C(CC2CC3(CNC3)C2)C=C1)OC)F 6-(4-(Difluoromethyl)-2-methoxybenzyl)-2-azaspiro[3.3]heptan